Cl.ClC=1N=C(C=2N(C1)N=CC2C#N)C=2C=NC(=CC2)N2CC1NC(C2)C1 6-chloro-4-[6-(3,6-diazabicyclo[3.1.1]heptan-3-yl)-3-pyridyl]pyrazolo[1,5-a]pyrazine-3-carbonitrile hydrochloride